(1aR,7bS)-N-((3R)-7-(3,8-diazabicyclo[3.2.1]octan-3-yl)-5,8-difluorochroman-3-yl)-1a,2,3,7b-tetrahydro-1H-cyclopropa[c][1,8]naphthyridine-6-carboxamide C12CN(CC(CC1)N2)C2=CC(=C1C[C@H](COC1=C2F)NC(=O)C2=CC=1[C@@H]3[C@H](CNC1N=C2)C3)F